8-benzyl-3-(2-(4-(p-tolyl)piperazin-1-yl)ethyl)-2-oxa-8-azaspiro[4.5]decan-1-one C(C1=CC=CC=C1)N1CCC2(CC(OC2=O)CCN2CCN(CC2)C2=CC=C(C=C2)C)CC1